N1=C(C=CC=C1)OC(=O)C12CC3CC(CC(C1)C3)C2 pyridin-2-yl-(3r,5r,7r)-adamantan-1-carboxylate